3-hydroxy-4-methoxypyridineamide OC=1C(=NC=CC1OC)C(=O)N